pregn-4-en CC[C@H]1CC[C@H]2[C@@H]3CCC4=CCCC[C@]4(C)[C@H]3CC[C@]12C